C1(CC1)COC=1C=C2C=CN=C(C2=CC1)NC=1C=NC(=NC1)C 6-(cyclopropylmethoxy)-N-(2-methylpyrimidin-5-yl)isoquinolin-1-amine